2,4-dichloro-5-(1,2-oxazol-4-yl)pyrimidine ClC1=NC=C(C(=N1)Cl)C=1C=NOC1